Methyl (E)-4-(3,3-difluoropyrrolidin-1-yl)but-2-enoate FC1(CN(CC1)C/C=C/C(=O)OC)F